CC1=CC=CC=C1C(=O)NC N,2-dimethylbenzamide